8-(6-tert-butoxycarbonyl-decahydronaphthalen-2-yloxycarbonyl)-tetracyclo[4.4.0.12,5.17,10]-3-dodecene C(C)(C)(C)OC(=O)C1CC2CCC(CC2CC1)OC(=O)C1C2C3C4C=CC(C3C(C1)C2)C4